(1S,2r)-2-((S)-5-bromo-1-((2-oxopyrrolidin-1-yl)methyl)-8-(((S)-1-(thiazole-5-carbonyl)pyrrolidin-3-yl)oxy)-1,2,3,4-tetrahydroisoquinoline-2-carbonyl)cyclohexane-1-carboxylic acid BrC1=C2CCN([C@@H](C2=C(C=C1)O[C@@H]1CN(CC1)C(=O)C1=CN=CS1)CN1C(CCC1)=O)C(=O)[C@H]1[C@H](CCCC1)C(=O)O